N1N=C(C=C1)CC=1SC2=C(N(C=3C(N(N=CC32)CC=3N=CSC3N)=O)C)N1 2-((1H-pyrazol-3-yl)methyl)-6-((5-aminothiazol-4-yl)methyl)-4-methyl-4H-thiazolo[5',4':4,5]pyrrolo[2,3-d]pyridazin-5(6H)-one